ClC=1C=C(C=CC1Cl)NC(=O)N1[C@@H]2CC[C@H]1CC=1N=C(N=CC12)F (5R,8S)-N-(3,4-dichlorophenyl)-2-fluoro-6,7,8,9-tetrahydro-5H-5,8-epiminocyclohepta[d]-pyrimidine-10-carboxamide